C(C)(C)N1N=CC(=C1C1=NC=C(C(=N1)N(CC1=CC=C(C=C1)N1N=C(C=C1C)C(F)(F)F)C)OC)C 2-(1-Isopropyl-4-methyl-1H-pyrazol-5-yl)-5-methoxy-N-methyl-N-(4-(5-methyl-3-(trifluoromethyl)-1H-pyrazol-1-yl)benzyl)pyrimidin-4-amine